7-bromo-2-ethyl-6-fluorobenzo[d]isothiazol BrC1=C(C=CC=2CN(SC21)CC)F